N1C=C(C2=CC=CC=C12)C=1C=C(SC1)C(CCC(=O)OC)=O methyl 4-(4-(1H-indol-3-yl) thiophen-2-yl)-4-oxobutanoate